N-(((1-(tert-butoxycarbonyl)-3-methylazetidin-3-yl)oxy)carbonyl)-O-(trans-3-(2-(5,6,7,8-tetrahydro-1,8-naphthyridin-2-yl)ethyl)cyclobutyl)homoserine C(C)(C)(C)OC(=O)N1CC(C1)(C)OC(=O)N[C@@H](CCO[C@@H]1C[C@H](C1)CCC1=NC=2NCCCC2C=C1)C(=O)O